2-(2-methylthiazol-5-yl)-7,8-dihydro-6H-pyrimido[5,4-b][1,4]oxazine CC=1SC(=CN1)C=1N=CC=2OCCNC2N1